CC1=CC2=C(CNCCC2)S1 2-methyl-5,6,7,8-tetrahydro-4H-thieno[2,3-c]azepine